2-Chloro[1]benzothieno-[2,3-d]pyrimidin ClC=1N=CC2=C(N1)SC1=C2C=CC=C1